(3z)-5-[(1-Ethylpiperidin-4-Yl)amino]-3-[(5-Methoxy-1h-Benzimidazol-2-Yl)(Phenyl)methylidene]-1,3-Dihydro-2h-Indol-2-One C(C)N1CCC(CC1)NC=1C=C2/C(/C(NC2=CC1)=O)=C(\C1=CC=CC=C1)/C1=NC2=C(N1)C=CC(=C2)OC